C(C)(C)(C)C1=CC(=NO1)C1=CC=C(C=C1)NC(C=C)=O N-(4-(5-(tert-butyl)isoxazol-3-yl)phenyl)acrylamide